NC1=C(C(=NN1[C@@H]1CN([C@H](C1)COC)C(C=C)=O)C#CC1=CC2=C(N(C(=N2)C)C2CC2)C=C1Cl)C(=O)N 5-amino-3-[2-(6-chloro-1-cyclopropyl-2-methyl-1,3-benzodiazol-5-yl)ethynyl]-1-[(3S,5R)-5-(methoxymethyl)-1-(prop-2-enoyl)pyrrolidin-3-yl]pyrazole-4-carboxamide